(5,6-Dimethoxypyridin-2-yl)methanol COC=1C=CC(=NC1OC)CO